ClC1=NC(=NC=C1)C1=CN=C2N1C=C(C=C2)C(F)(F)F 3-(4-Chloropyrimidin-2-yl)-6-(trifluoromethyl)imidazo[1,2-a]pyridine